C(C)(C)(C)OC(NC1=C(C=C(C=C1)OC1=C(C(=NC=C1)N)[N+](=O)[O-])C)=O.ClC1=CC=C(C=C1)C1C(N(CC1)C1=CC=C(C=C1)C1=CC=NC=C1)=O 3-(4-chlorophenyl)-1-(4-(pyridin-4-yl)phenyl)pyrrolidin-2-one tert-butyl-N-[4-[(2-amino-3-nitro-4-pyridyl)oxy]-2-methyl-phenyl]carbamate